methyl (2E)-4-{6-[(3-methyloxetan-3-yl)sulfamoyl]-1-(oxetan-3-ylmethyl)-2,4-dioxoquinazolin-3-yl}but-2-enoate CC1(COC1)NS(=O)(=O)C=1C=C2C(N(C(N(C2=CC1)CC1COC1)=O)C/C=C/C(=O)OC)=O